2-(4,4-difluoroazepan-1-yl)-7-ethoxyquinoline-3-carboxylic acid FC1(CCN(CCC1)C1=NC2=CC(=CC=C2C=C1C(=O)O)OCC)F